tert-butyl (1R,3S,5R)-3-[2-(4-{3-[(3-chloro-2-methoxyphenyl)amino]-4-oxo-1H,5H,6H,7H-pyrrolo[3,2-c]pyridin-2-yl}pyridin-3-yl)ethynyl]-2-azabicyclo[3.1.0]hexane-2-carboxylate ClC=1C(=C(C=CC1)NC1=C(NC2=C1C(NCC2)=O)C2=C(C=NC=C2)C#C[C@H]2N([C@@H]1C[C@@H]1C2)C(=O)OC(C)(C)C)OC